ClC=1N=C(C2=C(N1)C[C@]1(CCCC3=CC=CC=C13)N(C2)CC)Cl (7S)-2,4-dichloro-6-ethyl-spiro[5,8-dihydropyrido[4,3-d]pyrimidine-7,1'-tetralin]